N-(6-(2-hydroxy-4-(1-propynyl)phenyl)-5-methylpyridazin-3-yl)-2-(methylamino)acetamide OC1=C(C=CC(=C1)C#CC)C1=C(C=C(N=N1)NC(CNC)=O)C